2-Benzyl-4-methylbenzaldehyde C(C1=CC=CC=C1)C1=C(C=O)C=CC(=C1)C